4-(4-fluorophenyl)-3-(4-methoxyphenyl)-1-phenylimidazolidine-4-d methyl-(2S)-2-[(2S)-2-amino-3-phenylpropanamido]-4-methylpentanoate COC([C@H](CC(C)C)NC([C@H](CC1=CC=CC=C1)N)=O)=O.FC1=CC=C(C=C1)C1(N(CN(C1)C1=CC=CC=C1)C1=CC=C(C=C1)OC)[2H]